11-(4-iodobutyl)hendecane [(1S,2S,3S)-4-(3-chloro-5-fluoro-phenoxy)-2,3-difluoro-7-(trifluoromethylsulfanyl)indan-1-yl]acetate ClC=1C=C(OC2=C3[C@@H]([C@H]([C@H](C3=C(C=C2)SC(F)(F)F)CC(=O)O)F)F)C=C(C1)F.ICCCCCCCCCCCCCCC